COC(=O)[C@]1([C@@H](CCC1)CC)N (1S,2R)-1-amino-2-ethylcyclopentane-1-carboxylic acid methyl ester